dimethyl-(trifluoroacetoxy)silane carbon compound with xylose O=C[C@H](O)[C@@H](O)[C@H](O)CO.[C].C[SiH](OC(C(F)(F)F)=O)C